C(C1=CC=CC=C1)OC(=O)N1CCN(CC1)CC(OCC)OCC 4-(2,2-diethoxyethyl)piperazine-1-carboxylic acid benzyl ester